C(C)(C)OC1=C(C=C(C=C1)/C=C/C(=O)N1CCN(CC1)CC(=O)C1=C(C=CC=C1)OC)OC (E)-3-(4-isopropoxy-3-methoxyphenyl)-1-(4-(2-(2-methoxyphenyl)-2-oxoethyl)piperazin-1-yl)prop-2-en-1-one